NC(C(=O)O)C(F)(F)F 2-amino-3,3,3-trifluoropropionic acid